(3,4,5-tris(methoxy-d3)phenyl)methanone C(OC=1C=C(C=C(C1OC([2H])([2H])[2H])OC([2H])([2H])[2H])C=O)([2H])([2H])[2H]